ClC1=C(C=CC=C1)[C@@H]1[C@H](COC(C1)(C)C)C(=O)N1CC(C2(CN([C@@H]2C)C(C=C)=O)CC1)(F)F 1-((1R)-7-((3R,4S)-4-(2-chlorophenyl)-6,6-dimethyltetrahydro-2H-pyran-3-carbonyl)-5,5-difluoro-1-methyl-2,7-diazaspiro[3.5]nonan-2-yl)prop-2-en-1-one